FC([C@H](C1=CC=CC=C1)OC(N)=O)(C1=CC(=CC=C1)C(C)C)F carbamic acid (S)-2,2-difluoro-2-(3-isopropylphenyl)-1-phenylethyl ester